C1CCN2C3=C(C(=C12)C(=O)OCC)C=CC=C3 ethyl 1H,2H,3H-benzo[b]pyrrolizine-9-carboxylate